NC=1N=NC(=CC1N1CC2CCC(C1)N2C=2C=C(C=CC2)CN2CCC(CC2)C(=O)N2CCN(CC2)C2=CC=C(ON1C(CCCC1=O)=O)C=C2)C2=C(C=CC=C2)O [4-[4-[1-[[3-[3-[3-amino-6-(2-hydroxyphenyl)pyridazin-4-yl]-3,8-diazabicyclo[3.2.1]octan-8-yl]phenyl]methyl]piperidine-4-carbonyl]piperazin-1-yl]phenoxy]piperidine-2,6-dione